5-((S)-2,2-dimethyltetrahydro-2H-pyran-4-yl)-1-((1S,2S)-1-(2,2-dihydroxy-3H-1,2,3,5-oxathiadiazol-4-yl)-2-methylcyclopropyl)-1H-indole-2-carboxylic acid CC1(OCC[C@@H](C1)C=1C=C2C=C(N(C2=CC1)[C@@]1([C@H](C1)C)C=1NS(ON1)(O)O)C(=O)O)C